methyl (E)-3-(2-((4-((6-((4-cyano-2-fluorobenzyl)oxy)pyridin-2-yl)oxy)piperidin-1-yl)methyl)-1-((1-ethyl-1H-imidazol-5-yl)methyl)-1H-benzo[d]imidazol-6-yl)acrylate C(#N)C1=CC(=C(COC2=CC=CC(=N2)OC2CCN(CC2)CC2=NC3=C(N2CC2=CN=CN2CC)C=C(C=C3)/C=C/C(=O)OC)C=C1)F